BrC=1C=NN2C1C(=CC(=C2)C=2C=NN(C2)C)C#N 3-bromo-6-(1-methyl-1H-pyrazol-4-yl)pyrazolo[1,5-a]pyridine-4-carbonitrile